COC1=C(C=CC(=C1)OC)CN(C1=C2C(=C(N=N1)C=1CN(CC1)C(=O)OC(C)(C)C)N(C(=N2)CCCC)CC2=CC=C(C=C2)CNC(=O)OC(C)(C)C)CC2=C(C=C(C=C2)OC)OC tert-butyl 3-[4-[bis[(2,4-dimethoxyphenyl)methyl]amino]-1-[[4-[(tert-butoxycarbonylamino)methyl]phenyl]methyl]-2-butyl-imidazo[4,5-d]pyridazin-7-yl]-2,5-dihydropyrrole-1-carboxylate